C1(CC1)C1=C(C(=NO1)C12CCC(CC1)(CC2)OC)C(=O)O 5-cyclopropyl-3-[4-methoxybicyclo[2.2.2]octan-1-yl]-1,2-oxazole-4-carboxylic acid